C(CCC)NC=1C=CC(=C(C(=O)NC=2SC(=CN2)[N+](=O)[O-])C1)C 5-(Butylamino)-2-methyl-N-(5-nitrothiazol-2-yl)benzamide